BrC1=C(C(=NC=C1)Cl)CCNC(OC(C)(C)C)=O tert-butyl (2-(4-bromo-2-chloropyridin-3-yl)ethyl)carbamate